FC1=C(C=CC(=C1)F)[C@](CC(=O)NC1(CC1)C1=C(C(=CC=C1)OCC(F)(F)F)F)(C)O (R)-3-(2,4-difluorophenyl)-N-(1-(2-fluoro-3-(2,2,2-trifluoroethoxy)phenyl)-cyclopropyl)-3-hydroxybutanamide